OCCCCCCCCCCCCCC=C 15-hydroxy-1-pentadecene